racemic-tert-butyl 2-(4-(4-chloro-2-fluorophenyl)-2,3,9-trimethyl-6H-thieno[3,2-f][1,2,4]triazolo[4,3-a][1,4]diazepin-6-yl)acetate ClC1=CC(=C(C=C1)C1=N[C@@H](C=2N(C3=C1C(=C(S3)C)C)C(=NN2)C)CC(=O)OC(C)(C)C)F |r|